NC(C(=O)O)CC1=CC=C(C=C1)N=[N+]=[N-] 2-amino-3-(4-Azidophenyl)propanoic acid